C1=C(C=CC2=CC=CC=C12)CSC1=CC=C(CN2C=NC=C2)C=C1 1-(4-((naphthalen-2-ylmethyl)thio)benzyl)-1H-imidazole